6-[(4,4-difluoropiperidin-1-yl)methyl]-4-(trifluoromethyl)-2,3-dihydroisoindol-1-one FC1(CCN(CC1)CC1=CC(=C2CNC(C2=C1)=O)C(F)(F)F)F